CN1CCN(CC1)C1=CC=C(C=C1)NC1=NC2=C(C=CC=C2C=N1)C=1C=C(C=CC1)NC(CC)=O N-(3-(2-((4-(4-methylpiperazin-1-yl)phenyl)amino)quinazolin-8-yl)phenyl)propanamide